(S)-2,6-Dichloro-8-methyl-9-((tetrahydrofuran-2-yl)methyl)-9H-purine ClC1=NC(=C2N=C(N(C2=N1)C[C@H]1OCCC1)C)Cl